1-(benzylamino)-N-{4-[(5-cyanopyridine-2-yl)amino]Cyclohexyl}-N-{4-[6-(piperazin-1-yl)pyridin-3-yl]Phenyl}methanamide C(C1=CC=CC=C1)NC(=O)N(C1=CC=C(C=C1)C=1C=NC(=CC1)N1CCNCC1)C1CCC(CC1)NC1=NC=C(C=C1)C#N